O1CCOC2=C1C=CC(=C2)[C@H]([C@@H](CN2CCCC2)NC(CCCCCCC)=O)O N-[(1R,2R)-1-(2,3-Dihydro-1,4-benzodioxin-6-yl)-1-hydroxy-3-(1-pyrrolidinyl)-2-propanyl]octanamide